COC(C1=C(C(=CC=C1)Cl)CC(=O)OC)=O chloro-2-(2-methoxy-2-oxo-ethyl)benzoic acid methyl ester